2,5-DIMETHOXYPHENYLBORONIC ACID COC1=C(C=C(C=C1)OC)B(O)O